pyridin-2-amine, dihydrochloride salt Cl.Cl.N1=C(C=CC=C1)N